(1S,4s)-4-(8-(4-chloro-2,3-difluorophenylamino)-2-((1R,2R)-2-hydroxycyclopentylamino)-9H-purin-9-yl)cyclohexanecarboxamide ClC1=C(C(=C(C=C1)NC=1N(C2=NC(=NC=C2N1)N[C@H]1[C@@H](CCC1)O)C1CCC(CC1)C(=O)N)F)F